FC1=C(C=C(C=C1)OC=1C(=C2C=CNC2=C(C1F)F)F)C=1NC=C(N1)[C@@]1(CCOC2=C(C=CC=C12)CCC(=O)O)C 3-[(4R)-4-[2-[2-fluoro-5-[(4,6,7-trifluoro-1H-indol-5-yl)oxy]phenyl]-1H-imidazol-4-yl]-4-methyl-chroman-8-yl]propanoic acid